9-isopropyl-7,10-dioxo-N-(pyridin-3-yl)-6-(4-(trifluoromethyl)benzyl)-2,6,9-triazaspiro[4.5]decane-2-carboxamide C(C)(C)N1CC(N(C2(CCN(C2)C(=O)NC=2C=NC=CC2)C1=O)CC1=CC=C(C=C1)C(F)(F)F)=O